FC1=C(C(=CC=C1)F)C1=NN(C(=C1O)C)C 3-(2,6-difluorophenyl)-1,5-dimethyl-pyrazol-4-ol